6-{5-[(1S)-1-Aminoethyl]-3-cyclopropyl-1H-1,2,4-triazol-1-yl}nicotinonitrile hydrochloride Cl.N[C@@H](C)C1=NC(=NN1C1=NC=C(C#N)C=C1)C1CC1